trimethylmethoxy(ethoxy)silane CC(O[SiH2]OCC)(C)C